C(#N)C1=NC(=CC=C1C1CCN(CC1)CC1=C(C(=NC=N1)NC(=O)NCC)F)C=1NC=CN1 1-(6-((4-(2-cyano-6-(1H-imidazol-2-yl)pyridin-3-yl)piperidin-1-yl)methyl)-5-fluoropyrimidin-4-yl)-3-ethylurea